6-(8-Fluoro-2-methylimidazo[1,2-a]pyridin-6-yl)-2-[(2,2,6,6-tetramethylpiperidin-4-yl)oxy][1,3]thiazolo[4,5-b]pyrazin FC=1C=2N(C=C(C1)C=1N=C3C(=NC1)N=C(S3)OC3CC(NC(C3)(C)C)(C)C)C=C(N2)C